ClC1=C(C=CC(=N1)C(=O)NCC)N1CCN(CC1)CC1=CC(=C2C(N(C(NC2=C1)=O)CC)=O)F 6-chloro-N-ethyl-5-(4-((3-ethyl-5-fluoro-2,4-dioxo-1,2,3,4-tetrahydroquinazolin-7-yl)methyl)piperazin-1-yl)picolinamide